C(#N)C1(CN(C1)C(C(=O)NC1(CC1)CF)C1=NC(=NC(=C1C1OCCO1)N[C@H](C)C1=C(C(=CC=C1)C(F)F)F)C)C 2-(3-cyano-3-methylazetidin-1-yl)-2-(6-(((R)-1-(3-(difluoromethyl)-2-fluoroPhenyl)ethyl)amino)-5-(1,3-dioxolan-2-yl)-2-methylpyrimidin-4-yl)-N-(1-(fluoromethyl)cyclopropyl)acetamide